BrC=1C=NC(=NC1)OC[C@H](C)O[Si](C)(C)C(C)(C)C (S)-5-bromo-2-(2-((tert-butyldimethylsilyl)oxy)propoxy)pyrimidine